C(CCCCCCCC=C)[Si](Cl)(Cl)CCCCC=C 9-decenyl-(5-hexenyl)dichlorosilane